C(C)OC1=NC(=NC=C1C(NC1=CC2=CN(N=C2C(=C1)F)C)=O)N1C[C@@H](N(CC1)C(=O)OC(C)(C)C)C tert-butyl (S)-4-(4-ethoxy-5-((7-fluoro-2-methyl-2H-indazol-5-yl)carbamoyl)pyrimidin-2-yl)-2-methylpiperazine-1-carboxylate